2-((2S)-4-(7-(8-chloronaphthalen-1-yl)-6,8-difluoro-2-((tetrahydro-1H-pyrrolizine-7a(5H)-yl)methoxy)quinazolin-4-yl)-1-(2-fluoroacryloyl)piperazin-2-yl)acetonitrile ClC=1C=CC=C2C=CC=C(C12)C1=C(C=C2C(=NC(=NC2=C1F)OCC12CCCN2CCC1)N1C[C@@H](N(CC1)C(C(=C)F)=O)CC#N)F